C(#C)C=1C=C(C(=NC1)F)N 5-ethynyl-2-fluoropyridin-3-amine